tetraethylene glycol ethylmethyl ether C(C)COCCOCCOCCOCCO